(2S,6R)-4-(7-methoxy-1,9-dimethyl-9H-pyrido[3,4-b]indol-6-yl)-2,6-dimethylmorpholine COC1=C(C=C2C3=C(N(C2=C1)C)C(=NC=C3)C)N3C[C@@H](O[C@@H](C3)C)C